C(CCC)OC(=O)C1=NC(=C(C(=C1Cl)N)F)C1=CC=C2C=CNC2=C1F Butyl-4-amino-3-chloro-5-fluoro-6-(7-fluoro-1H-indol-6-yl)pyridin-2-carboxylat